(2S,3R)-3-((2-aminopyridin-4-yl)methyl)-N2-(3-isothiazolyl)-N1-((R)-1-phenylpropyl)-N2-methyl-4-oxoazetidine-1,2-dicarboxamide NC1=NC=CC(=C1)C[C@@H]1[C@H](N(C1=O)C(=O)N[C@H](CC)C1=CC=CC=C1)C(=O)N(C)C1=NSC=C1